[B].B#[Ti] TITANIUM DIBORIDE